OC(CN1N=CC(=C1)C1=CC=CC(=N1)C(=O)O)(C)C 6-(1-(2-hydroxy-2-methylpropyl)-1H-pyrazol-4-yl)-2-pyridinecarboxylic acid